CC1CN(CCO1)C=1C=C(C=2N(C1)N=CC2C#N)O[C@@H]2CC[C@@H](CC2)OC2=NC=CC(=N2)C 6-(2-Methylmorpholin-4-yl)-4-{[cis-4-[(4-methylpyrimidin-2-yl)oxy]cyclohexyl]oxy}pyrazolo[1,5-a]pyridine-3-carbonitrile